biphenol carbamate C(N)(=O)OC=1C(=CC=CC1)C=1C(=CC=CC1)O